5-(4-iodo-2-(6-azaspiro[2.5]octane-6-yl)phenyl)-1,3,4-oxadiazole IC1=CC(=C(C=C1)C1=NN=CO1)N1CCC2(CC2)CC1